ClC=1C(=NC(=NC1)NC1CN(CC1)C1=NC=NC2=CC=CC=C12)OCC 4-(3-((5-chloro-4-ethoxypyrimidin-2-yl)amino)pyrrolidin-1-yl)quinazoline